tetrahydro-2H-pyran-2-ylmethyl-2-({2-chloro-4-fluoro-5-[3-methyl-2,6-dioxo-4-(Trifluoromethyl)-3,6-dihydropyrimidin-1(2H)-yl]phenyl}sulfanyl)butanoate O1C(CCCC1)COC(C(CC)SC1=C(C=C(C(=C1)N1C(N(C(=CC1=O)C(F)(F)F)C)=O)F)Cl)=O